C(CCCCCCCCCCCCCCC)OCCOS(=O)(=O)[O-] n-hexadecyl-oxyethylsulfat